2-((5-(2-(6-(Ethyl-(methyl)amino)-5-hydroxy-2-methylhex-3-yl)-2,6-diazaspiro[3.4]oct-6-yl)-1,2,4-triazin-6-yl)oxy)-5-fluoro-N,N-diisopropylbenzamide C(C)N(CC(CC(C(C)C)N1CC2(C1)CN(CC2)C=2N=CN=NC2OC2=C(C(=O)N(C(C)C)C(C)C)C=C(C=C2)F)O)C